O=C1NC(CCC1N1C(C2=CC=CC(=C2C1=O)NCCC(=O)O)=O)=O 3-[[2-(2,6-dioxo-3-piperidinyl)-1,3-dioxo-isoindolin-4-yl]amino]propionic acid